3,7-diiodo-2,6-dimethoxynaphthalene IC=1C(=CC2=CC(=C(C=C2C1)OC)I)OC